ClC=1C=CC(=C(C1)C1=NN=C(N1C)C1=C(C=CC=C1F)F)OC 3-(5-chloro-2-methoxyphenyl)-5-(2,6-difluorophenyl)-4-methyl-4H-1,2,4-triazole